2-(6-fluoro-2,4-dimethyl-3-oxo-3,4-dihydroquinoxalin-5-yl)acetaldehyde FC=1C(=C2N(C(C(=NC2=CC1)C)=O)C)CC=O